NCCNC(=O)[C@H](O)[C@@H](O)[C@H](O)[C@H](O)CO N-aminoethyl-gluconamide